(E)-N-(4-(4-(trifluoromethyl)styryl)pyrrolidin-3-yl)pyrimidin-2-amine trihydrochloride Cl.Cl.Cl.FC(C1=CC=C(/C=C/C2C(CNC2)NC2=NC=CC=N2)C=C1)(F)F